(S)-tert-butyl 3-ethynyl-3-methylpyrrolidine-1-carboxylate C(#C)[C@]1(CN(CC1)C(=O)OC(C)(C)C)C